ClC=1C=CC(=C(C1)N1CON(CO1)[C@@H](C(=O)NC1=CC2=CN(N=C2C=C1)C)CCOC)N1N=NC(=C1)Cl (R)-2-(4-(5-chloro-2-(4-chloro-1H-1,2,3-triazol-1-yl)phenyl)-2,5-dioxapiperazin-1-yl)-4-methoxy-N-(2-methyl-2H-indazol-5-yl)butanamide